ClC1=C(CNC(=O)[C@]2(C=3C=CC=NC3[C@](CC2)(CO)O)F)C=CC(=C1F)F (5s,8r)-N-(2-chloro-3,4-difluorobenzyl)-5-fluoro-8-hydroxy-8-(hydroxymethyl)-5,6,7,8-tetrahydroquinoline-5-carboxamide